3-Bromo-1-(3-methoxycyclohexyl)-5-(2-methylprop-1-en-1-yl)-1H-pyrazole BrC1=NN(C(=C1)C=C(C)C)C1CC(CCC1)OC